6-ethoxy-4-(6-(6-((5-methoxypyridin-3-yl)methyl)-3,6-diazabicyclo[3.1.1]heptan-3-yl)pyridin-3-yl)pyrazolo[1,5-a]pyridine-3-carbonitrile C(C)OC=1C=C(C=2N(C1)N=CC2C#N)C=2C=NC(=CC2)N2CC1N(C(C2)C1)CC=1C=NC=C(C1)OC